(Z)-2-benzoyl-3-(dimethylamino)acrylic acid methyl ester COC(\C(=C/N(C)C)\C(C1=CC=CC=C1)=O)=O